4-(3-phenylpiperidin-1-yl)thiazol C1(=CC=CC=C1)C1CN(CCC1)C=1N=CSC1